S1C=NC2=C1C=CC(=C2)CN(C(=O)[C@@H]2[C@@H]1C[C@@H]1CN2S(=O)(=O)C2=CC=C(C)C=C2)C2CCC(CC2)(F)F |o1:14,16| (1R*,5S*)-(2S)-N-(benzo[d]thiazol-5-ylmethyl)-N-(4,4-difluorocyclohexyl)-3-tosyl-3-azabicyclo[3.1.0]hexane-2-carboxamide